OC1=C(C=C(C=C1)OC)C1=C(CCC2N(CCCC2)C)C=CC=C1 2-[2-(2-hydroxy-5-methoxy-phenyl)-phenethyl]-N-methylpiperidine